1-oxo-2-(2,6-dioxo-3-fluoropiperidin-3-yl)isoindoline O=C1N(CC2=CC=CC=C12)C1(C(NC(CC1)=O)=O)F